N[C@@H]1CN(CC1)C1=C(C=CC(=N1)NC1=CC2=C(C=N1)SC(=N2)C2=NC=CC=C2C)C 6-[(3S)-3-Aminopyrrolidin-1-yl]-5-methyl-N-[2-(3-methylpyridin-2-yl)-[1,3]thiazolo[5,4-c]pyridin-6-yl]pyridin-2-amine